(R)-4-(tert-butyl)-8-(3-fluoropyridin-4-yl)-4-hydroxy-1,3,4,5-tetrahydro-6H-pyrano[4,3-b]thieno[3,2-d]pyridin-6-one C(C)(C)(C)[C@@]1(COCC2=C1NC(C1=C2C=C(S1)C1=C(C=NC=C1)F)=O)O